3,5-dinitrobenzoylchloride [N+](=O)([O-])C=1C=C(C(=O)Cl)C=C(C1)[N+](=O)[O-]